(methyl-d3)-5-(4-((2-methyl-3-oxo-4H-quinoxalin-6-yl)methyl-d2)piperazin-1-yl)pyridine-2-carboxamide C([2H])([2H])([2H])C=1C(=NC=C(C1)N1CCN(CC1)C([2H])([2H])C=1C=C2NC(C(=NC2=CC1)C)=O)C(=O)N